C(C)NC(=O)NC1=NC=C2C=C(C=NC2=C1)C=1C=NC(=CC1C)C(CC)=O 1-ethyl-3-(3-(4-methyl-6-propionylpyridin-3-yl)-1,6-naphthyridin-7-yl)urea